FC1=C(C(=C(C(=C1F)F)F)C(=O)C=1OC=CC1)S(=O)(=O)N(C)C 2,3,4,5-tetrafluoro-6-(furan-2-carbonyl)-N,N-dimethylbenzenesulfonamide